OC1=C(OC2=CC(=CC=C2C1=O)O)C1=CC(=C(C=C1)O)OC 3,4',7-trihydroxy-3'-methoxyflavone